Cl.C(C#C)NCC(=O)NCC(=O)O Prop-2-yn-1-ylglycylglycinate hydrochloride